2-(5-bromo-1-isopropyl-1H-imidazol-2-yl)propan-2-ol BrC1=CN=C(N1C(C)C)C(C)(C)O